(S)-1-methylpyrrolidone CN1C(CCC1)=O